C1=CC2=CC3=CC(=C(N3)C=C4C=CC(=N4)C=C5C=CC(=N5)C=C1N2)Br Bromoporphyrin